BrC=1C=C(C=NC1)[C@@H](C)N(S(=O)(=O)CC)CC |r| (rac)-N-(1-(5-Bromopyridin-3-yl)ethyl)-N-ethylethanesulfonamide